BrCCCOC(F)(F)F 1-bromo-3-(trifluoromethoxy)propane